C(CCCCCCC)C1CCC(O1)=O 5-octyldihydro-2(3H)-furanone